propyl α-hydroxymethylacrylate OCC(C(=O)OCCC)=C